N-(2-(3-fluoro-1-methyl-1H-pyrazol-4-yl)pyrimidin-4-yl)-5-isopropyl-8-(3-(nitromethyl)azetidin-1-yl)isoquinolin-3-amine FC1=NN(C=C1C1=NC=CC(=N1)NC=1N=CC2=C(C=CC(=C2C1)C(C)C)N1CC(C1)C[N+](=O)[O-])C